(E)-3-(dimethylamino)-1-(4-fluorophenyl)prop-2-en-1-one CN(/C=C/C(=O)C1=CC=C(C=C1)F)C